2-(1-methyl-1H-pyrazol-4-yl)-5-(4,4,5,5-tetramethyl-1,3,2-dioxaborolan-2-yl)benzo[d]oxazole CN1N=CC(=C1)C=1OC2=C(N1)C=C(C=C2)B2OC(C(O2)(C)C)(C)C